8-amino-N-cyclohexyl-4,4-dimethyl-4,5-dihydro-1H-pyrazolo[4,3-H]quinazoline-3-carboxamide NC1=NC=2C3=C(C(CC2C=N1)(C)C)C(=NN3)C(=O)NC3CCCCC3